ClC1=C(C=C(C=C1)NC(=O)C1=CC=C2C=C(C=NC2=C1)C=1SC=CN1)S(N(CC)CC)(=O)=O N-(4-Chloro-3-(N,N-diethylsulfamoyl)phenyl)-3-(thiazol-2-yl)quinoline-7-carboxamide